COC(C1=CC=C(C=C1)C=1C(OC2=C(C1C)C=CC(=C2)N(CC)CC)=O)=O 4-(7-(diethylamino)-4-methyl-2-oxo-2H-benzopyran-3-yl)benzoic acid methyl ester